ClC=1C=C(C=CC1F)NC(N(CC)[C@@H](C)C1=CNC(C2=CC(=C(C=C12)F)F)=O)=O (S)-3-(3-chloro-4-fluorophenyl)-1-(1-(6,7-difluoro-1-oxo-1,2-dihydroisoquinolin-4-yl)ethyl)-1-ethylurea